(3s,4r)-3-{[5-(4-chlorophenyl)-1,3,4-oxadiazol-2-yl]amino}-4-(2,6-difluoro-4-methoxyphenyl)-1-methylpyrrolidin-2-one ClC1=CC=C(C=C1)C1=NN=C(O1)N[C@@H]1C(N(C[C@H]1C1=C(C=C(C=C1F)OC)F)C)=O